[Cl-].C(C(=C)C)(=O)OCC[N+](C)(C)C 2-(methacryloyloxy)ethyl-trimethyl-ammonium chloride